(Z)-N-ethyl-1-(8-hydroxy-4-methoxynaphthalen-1-yl)methanimine oxide C(C)/[N+](=C/C1=CC=C(C2=CC=CC(=C12)O)OC)/[O-]